(4-(4-amino-7-(1-isobutyrylpiperidin-4-yl)pyrrolo[2,1-f][1,2,4]triazin-5-yl)phenyl)-2-oxo-1-phenyl-1,2,4,5,6,7-hexahydropyrazolo[1,5-a]pyridine-3-carboxamide NC1=NC=NN2C1=C(C=C2C2CCN(CC2)C(C(C)C)=O)C2=CC=C(C=C2)C2C=1N(CCC2)N(C(C1C(=O)N)=O)C1=CC=CC=C1